4-amino-8-(2,4-Dimethoxypyrimidin-5-yl)-N-propylisoquinoline-3-carboxamide NC1=C(N=CC2=C(C=CC=C12)C=1C(=NC(=NC1)OC)OC)C(=O)NCCC